(S)-1-(2-((6-((6-methoxy-2-methyl-1,2,3,4-tetrahydroisoquinolin-7-yl)amino)-1H-pyrazolo[3,4-d]pyrimidin-1-yl)methyl)azetidin-1-yl)ethan-1-one COC=1C=C2CCN(CC2=CC1NC1=NC=C2C(=N1)N(N=C2)C[C@H]2N(CC2)C(C)=O)C